(S)-(+)-2-methyl-1-[(4-methyl-5-isoquinolinyl)sulfonyl]-hexahydro-1H-1,4-diaza-azepine dihydrochloride Cl.Cl.CN1N(CCCNC1)S(=O)(=O)C1=C2C(=CN=CC2=CC=C1)C